methyl (S,E)-(7-(dimethylamino)-1-((1-((7-fluoro-4-isobutyl-3H-imidazo[4,5-c]pyridin-2-yl)methyl)-6-methyl-2-oxo-1,2-dihydropyridin-3-yl)amino)-1,7-dioxohept-5-en-2-yl)carbamate CN(C(/C=C/CC[C@@H](C(=O)NC=1C(N(C(=CC1)C)CC1=NC2=C(C(=NC=C2F)CC(C)C)N1)=O)NC(OC)=O)=O)C